[Na+].S(=O)(=O)([O-])SC[C@H](N)C(=O)[O-].[Na+] S-sulfo-L-cysteine sodium salt